BrC1=C(C=C(C(=C1)Br)F)F 1,5-dibromo-2,4-difluoro-benzene